5-(prop-1-yn-1-yl)phenol C(#CC)C=1C=CC=C(C1)O